CC1=C(C=C(C2=C1CCO2)C(=O)N[C@H]2CCOC[C@@H]2O)CC2=CC=C(C=C2)C=2N=NN(C2)C 1,5-anhydro-2,3-dideoxy-3-[(4-methyl-5-{[4-(1-methyl-1H-1,2,3-triazol-4-yl)phenyl]methyl}-2,3-dihydro-1-benzofuran-7-carbonyl)amino]-L-threo-pentitol